isobutyl-butyl-cyclopentadienyl-lithium C(C(C)C)C=1C(C=CC1)([Li])CCCC